(S)-tert-Butyl 3-((4-(2-(4-aminophenoxy)pyridin-3-yl)pyrimidin-2-yl)amino)piperidine-1-carboxylate NC1=CC=C(OC2=NC=CC=C2C2=NC(=NC=C2)N[C@@H]2CN(CCC2)C(=O)OC(C)(C)C)C=C1